2-fluoro-5-((4-oxo-3,4-dihydro-phthalazin-1-yl)methyl)benzonitrile FC1=C(C#N)C=C(C=C1)CC1=NNC(C2=CC=CC=C12)=O